FC=1C=CC(=NC1)C=1C(=C2N(N1)C1(CC1)CC2)C2=C1C(=NC=C2)NN=C1 2-(5-Fluoro-2-pyridyl)-3-(1H-pyrazolo[3,4-b]pyridin-4-yl)spiro[4,5-dihydropyrrolo[1,2-b]pyrazole-6,1'-cyclopropane]